FC=1C(=NN(C1)C1=NC=C(C(=C1)N1C(C=CC=C1C)=O)C)C(C)(C)O 2'-(4-fluoro-3-(2-hydroxypropan-2-yl)-1H-Pyrazol-1-yl)-5',6-dimethyl-2H-[1,4'-bipyridyl]-2-one